1-(2-(trifluoromethyl)pyridin-4-yl)ethan-1-amine FC(C1=NC=CC(=C1)C(C)N)(F)F